ClC1=CC(=C(C=C1)NC(=O)N1[C@@H](CCC1)C=1SC=C(N1)C1=CC=CC=C1)[N+](=O)[O-] (S)-N-(4-chloro-2-nitrophenyl)-2-(4-phenylthiazol-2-yl)pyrrolidine-1-carboxamide